C(C)(C)C=1N=C(C(C2=C(N1)C=CC=C2)=C(C)C)C2=CC=CC=C2 2-Isopropyl-4-phenyl-5-(propan-2-ylidene)-5H-benzo[d][1,3]diazepine